(R)-6-amino-7-phenylheptanoic acid N[C@H](CCCCC(=O)O)CC1=CC=CC=C1